6-Ethyl-2-methyl-3-((6-(trifluoromethyl)pyridin-3-yl)methyl)-5,6,7,8-tetrahydropyrido[4,3-d]pyrimidin-4(3h)-one C(C)N1CC2=C(N=C(N(C2=O)CC=2C=NC(=CC2)C(F)(F)F)C)CC1